FC1[C@H]2[C@H]3N(C(C=4N(C3)C=C(C(C4O)=O)C(=O)NCC4=C(C=C(C=C4F)F)F)=O)[C@@H](C1F)C2 (1R,4R,12aR)-2,3-difluoro-7-hydroxy-6,8-dioxo-N-(2,4,6-trifluorobenzyl)-1,2,3,4,6,8,12,12a-octahydro-1,4-methanodipyrido[1,2-a:1',2'-d]pyrazine-9-carboxamide